tetralin-5-carboxylate C1CCCC=2C(=CC=CC12)C(=O)[O-]